tert-Butyl (R)-1-((2-(3-bromo-2-methylphenyl)-7-cyanobenzo[d]oxazol-5-yl) methyl)pyrrolidine-3-carboxylate BrC=1C(=C(C=CC1)C=1OC2=C(N1)C=C(C=C2C#N)CN2C[C@@H](CC2)C(=O)OC(C)(C)C)C